NC1=C(C(=O)NC)C=C(C=N1)C1=C(C=C(C=C1)NC([C@@H](O)C1=CC(=CC(=C1)F)F)=O)C (S)-2-amino-5-(4-(2-(3,5-difluorophenyl)-2-hydroxyacetamido)-2-methylphenyl)-N-methylnicotinamide